N-(2',4',5'-trifluoro-biphenyl-2-yl)-1,3-dimethyl-5-fluoropyrazol-4-yl-carboxamide FC1=C(C=C(C(=C1)F)F)C1=C(C=CC=C1)NC(=O)C=1C(=NN(C1F)C)C